2-Hydroxy-1-{4-[4-(2-hydroxy-2-methyl-propionyl)-benzyl]-phenyl}-2-methyl-propan-1-on OC(C(=O)C1=CC=C(C=C1)CC1=CC=C(C=C1)C(C(C)(C)O)=O)(C)C